2-(2-(furan-2-yl)phenyl)acetic acid methyl ester COC(CC1=C(C=CC=C1)C=1OC=CC1)=O